chloropropionyl-sodium ClCCC(=O)[Na]